{2,7-diazaspiro[3.5]nonan-2-yl}-N-{2,8-dimethylimidazo[1,2-a]pyrazin-6-yl}-4-ethoxypyrimidine-5-carboxamide C1N(CC12CCNCC2)C2=NC=C(C(=N2)OCC)C(=O)NC=2N=C(C=1N(C2)C=C(N1)C)C